FC(OC1=CC=C(C=C1)C1=NC=2C(=NC=CC2)N1CC1=C(OCCCCCC(=O)O)C=CC=C1)(F)F 6-(2-((2-(4-(trifluoromethoxy)phenyl)-3H-imidazo[4,5-b]pyridin-3-yl)methyl)phenoxy)hexanoic acid